OC(=O)C(F)(F)F.C1(CCCCC1)C=1C=CC(=NC1)CN(C(=O)[C@@H]1NCC1)C1=CC=CC=C1 (R)-N-((5-cyclohexylpyridin-2-yl)methyl)-N-phenylazetidine-2-carboxamide TFA salt